1-(8-fluoro-7-(7-fluoro-3-(methoxymethoxy)-8-((Triisopropylsilyl)ethynyl)naphth-1-yl)-5-methyl-2-(methylthio)pyrido[4,3-d]pyrimidin-4-yl)piperidine FC1=C(N=C(C2=C1N=C(N=C2N2CCCCC2)SC)C)C2=CC(=CC1=CC=C(C(=C21)C#C[Si](C(C)C)(C(C)C)C(C)C)F)OCOC